FC1=C(C(=CC=C1)F)C1=NC2=C(C3=C(N1)C=CC(=C3)C3=CC(=NC=C3)C)NN=C2C 5-(2,6-difluorophenyl)-3-methyl-9-(2-methylpyridin-4-yl)-1,6-dihydrobenzo[d]pyrazolo[3,4-f][1,3]diazepine